N-[[1-[2-[(2-benzyl-1H-benzimidazol-5-yl)amino]-2-oxo-ethyl]cyclohexyl]methyl]carbamic acid tert-butyl ester C(C)(C)(C)OC(NCC1(CCCCC1)CC(=O)NC1=CC2=C(NC(=N2)CC2=CC=CC=C2)C=C1)=O